ClC1=CC=C(C=C1)C=1NC(=CC1)C1(CC1)C(F)(F)F 2-(4-chlorophenyl)-5-(1-(trifluoromethyl)cyclopropyl)-1H-pyrrole